Tert-butyl((3aS,8bR,E)-2-oxo-3-((((R)-3-oxo-1,3-dihydroisobenzofuran-1-yl)oxy)methylene)-3,3a,4,8b-tetrahydro-2H-indeno[1,2-b]furan-7-yl)carbamate C(C)(C)(C)OC(NC1=CC=C2C[C@@H]\3[C@@H](OC(/C3=C/O[C@@H]3OC(C4=CC=CC=C34)=O)=O)C2=C1)=O